C(C)OC(=O)N1CCN(CCC1)C1CCC(CC1)(C1=CC=CC=C1)C#N 4-(4-cyano-4-phenylcyclohexyl)-1,4-diazepan-1-carboxylic acid ethyl ester